C1(CC1)C=1N=NN(C1)[C@H](C(=O)N1[C@@H](C[C@H](C1)O)C(=O)NCC=1C(=NN(C1OC)C)C)C(C)(C)C (2S,4r)-1-[(2S)-2-(4-cyclopropyl-triazol-1-yl)-3,3-dimethyl-butyryl]-4-hydroxy-N-[(5-methoxy-1,3-dimethyl-pyrazol-4-yl)methyl]pyrrolidine-2-carboxamide